NC1=NC=2C=CC=CC2C2=C1N=C(N2C[C@@H](C)O[P@@](=O)(OC2=CC=CC=C2)N[C@@H](C)C(=O)OC(C)C)COCC isopropyl ((R)-(((R)-1-(4-amino-2-(ethoxymethyl)-1H-imidazo[4,5-c]quinolin-1-yl) propan-2-yl) oxy) (phenoxy) phosphoryl)-L-alaninate